propionic acid (Propionate) C(CC)(=O)O.C(CC)(=O)O